Magnesium sulfur tert-butyl ((5-bromoisochroman-1-yl)methyl)carbamate BrC1=C2CCOC(C2=CC=C1)CNC(OC(C)(C)C)=O.[S].[Mg]